COC1=CC=C(C=C1)/C=C/C(=O)C=1N(C=CC1)C (E)-3-(4-methoxyphenyl)-1-(N-methyl-pyrrol-2-yl)prop-2-en-1-one